FC=1C(=NC(=NC1)NC1=C(C=C(C=C1)N1CCN(CC1)C)OC)NC1=CC=C(C(=O)NN)C=C1 4-((5-fluoro-2-((2-methoxy-4-(4-methylpiperazin-1-yl)phenyl)amino)pyrimidin-4-yl)amino)benzoyl-hydrazine